2-(2,6-dioxopiperidin-3-yl)-5-((15-(4-(5-methyl-5H-pyrido[4,3-b]indol-7-yl)piperazin-1-yl)-3,6,9,12-tetraoxapentadecyl)oxy)isoindoline-1,3-dione dihydrochloride Cl.Cl.O=C1NC(CCC1N1C(C2=CC=C(C=C2C1=O)OCCOCCOCCOCCOCCCN1CCN(CC1)C=1C=CC=2C3=C(N(C2C1)C)C=CN=C3)=O)=O